tert-butyl N-[2-[[6-methoxy-4-(4,4,5,5-tetramethyl-1,3,2-dioxaborolan-2-yl)-3-pyridyl]oxy]ethyl]-N-methyl-carbamate COC1=CC(=C(C=N1)OCCN(C(OC(C)(C)C)=O)C)B1OC(C(O1)(C)C)(C)C